C(CCCCCCC\C=C/C\C=C/CCCCC)(=O)[O-] Linoleic acid anion